C(C)(=O)N[C@@H](CS)C(=O)O Acetyl-l-Cysteine